2-(cyclopropylthio)-4-(6-fluoro-3,4-dihydroisoquinolin-2(1H)-yl)-6-methylaniline-d C1(CC1)SC1=C(N[2H])C(=CC(=C1)N1CC2=CC=C(C=C2CC1)F)C